ClC1=CC(=NC=C1)O 4-chloropyridine-2-ol